4-hydroxy-2-(4,4,5,5-tetramethyl-1,3,2-dioxaborolan-2-yl)benzenesulfonamide OC1=CC(=C(C=C1)S(=O)(=O)N)B1OC(C(O1)(C)C)(C)C